8-((4,6-difluoropyridin-2-yl)amino)-2-methylthieno[2,3-g]quinoline 1,1-dioxide FC1=CC(=NC(=C1)F)NC1=CC=NC=2C=C3C(=CC12)S(C(=C3)C)(=O)=O